tert-butyl (2R)-2-acetylenyl-pyrrolidine-1-carboxylate C(#C)[C@@H]1N(CCC1)C(=O)OC(C)(C)C